bis(4-hydroxynaphth-1-yl)methane tert-butyl-(3R,5S)-5-methylpyrrolidin-3-ylcarbamate C(C)(C)(C)OC(N[C@H]1CN[C@H](C1)C)=O.OC1=CC=C(C2=CC=CC=C12)CC1=CC=C(C2=CC=CC=C12)O